8-(2-fluorophenyl)-N,6-dimethylquinazolin-2-amine FC1=C(C=CC=C1)C=1C=C(C=C2C=NC(=NC12)NC)C